3-[(3-Chlorophenyl)thio]isonicotinic acid ClC=1C=C(C=CC1)SC1=C(C(=O)O)C=CN=C1